2-(cyclopropylamino)-8-(6-(difluoromethoxy)pyridin-3-yl)pteridine-7(8H)-one C1(CC1)NC1=NC=2N(C(C=NC2C=N1)=O)C=1C=NC(=CC1)OC(F)F